2-Chloro-4-ethynylbenzoyl chloride ClC1=C(C(=O)Cl)C=CC(=C1)C#C